5-(5-((1-(difluoromethyl)cyclopropyl)ethynyl)-3,4-dihydroquinolin-1(2H)-yl)-3-fluoropyrido[3,2-e][1,2,4]triazolo[4,3-a]pyrimidine FC(C1(CC1)C#CC1=C2CCCN(C2=CC=C1)C1=NC=2N(C3=C1C=C(C=N3)F)C=NN2)F